(2-(3-((tert-butoxycarbonyl)amino)phenyl)thiazole-4-carbonyl)serine tert-butyl-2-(4-[4-[4-(4,4,5,5-tetramethyl-1,3,2-dioxaborolan-2-yl)phenyl]piperazin-1-yl]piperidin-1-yl)acetate C(C)(C)(C)C(C(=O)OC[C@H](NC(=O)C=1N=C(SC1)C1=CC(=CC=C1)NC(=O)OC(C)(C)C)C(=O)O)N1CCC(CC1)N1CCN(CC1)C1=CC=C(C=C1)B1OC(C(O1)(C)C)(C)C